8-(4-((1R,5S)-3,8-diazabicyclo[3.2.1]octan-8-yl)-6,8-difluoro-2-(((2S,4R)-4-fluoro-1-methylpyrrolidin-2-yl)methoxy)quinazolin-7-yl)quinolin-6-ol [C@H]12CNC[C@H](CC1)N2C2=NC(=NC1=C(C(=C(C=C21)F)C=2C=C(C=C1C=CC=NC21)O)F)OC[C@H]2N(C[C@@H](C2)F)C